FC1(C(CN(CC1)C1=NC=2CCCC(C2C=C1C(=O)NC1=CC(=NC=C1)S(N)(=O)=O)=O)C)F 2-(4,4-difluoro-3-methylpiperidin-1-yl)-5-oxo-N-(2-sulfamoylpyridin-4-yl)-5,6,7,8-tetrahydroquinoline-3-carboxamide